CC(CC(=O)OCC1=C(C(=C(C(=C1F)F)COC)F)F)(C(CC=C)O)C 4-methoxymethyl-2,3,5,6-tetrafluorobenzyl 3,3-dimethyl-4-hydroxy-6-heptenoate